4-chloro-3-fluoro-N-(4-fluoro-3-(quinoxaline-6-carbonyl)phenyl)benzamide ClC1=C(C=C(C(=O)NC2=CC(=C(C=C2)F)C(=O)C=2C=C3N=CC=NC3=CC2)C=C1)F